4-((3-chloro-4-((5-fluoropyridin-2-yl) methoxy) phenyl) amino)-7-methoxyquinazolin-6-yl (R)-4-acryl-2-methylpiperazine-1-carboxylate C(=O)(C=C)N1C[C@H](N(CC1)C(=O)OC=1C=C2C(=NC=NC2=CC1OC)NC1=CC(=C(C=C1)OCC1=NC=C(C=C1)F)Cl)C